[Cl-].C(CCCCC)(=O)OC(C(=O)OC1CC2CCC(C1)[N+]21CCCC1)(C1=CC=CC=C1)C1=CC=CC=C1 3-(2-(hexanoyloxy)-2,2-diphenylacetoxy)spiro[bicyclo[3.2.1]octane-8,1'-pyrrolidin]-8-ium chloride